COC1=CC=C(C=C1)C=1NC(=NN1)S 5-(4-methoxyphenyl)-4H-[1,2,4]-triazole-3-thiol